NCCNCCC[SiH2]C(OC)(OC)OC [N-(2-Aminoethyl)-3-Aminopropyl]trimethoxymethylsilan